(2R,3aR,4S,9bS)-4-(4-Hydroxy-phenyl)-2-methoxy-1,2,3,3a,4,9b-hexahydro-cyclopenta[c]chromen-8-ol OC1=CC=C(C=C1)[C@H]1OC=2C=CC(=CC2[C@@H]2[C@H]1C[C@@H](C2)OC)O